6-isopropyl-10-(2-(4-methoxyphenyl)-2-oxoethoxy)-9-(3-methoxypropoxy)-2-oxo-6,7-dihydro-2H-pyrido[2,1-a]isoquinoline-3-carboxylic acid C(C)(C)C1N2C(C3=CC(=C(C=C3C1)OCCCOC)OCC(=O)C1=CC=C(C=C1)OC)=CC(C(=C2)C(=O)O)=O